(2S)-N-[(1S)-1-Cyano-2-{4-[3-(2-hydroxy-2-methylpropyl)-2-oxo-2,3-dihydro-1,3-benzoxazol-5-yl]phenyl}ethyl]-1,4-oxazepane-2-carboxamide C(#N)[C@H](CC1=CC=C(C=C1)C=1C=CC2=C(N(C(O2)=O)CC(C)(C)O)C1)NC(=O)[C@H]1OCCCNC1